trans-ethyl 4-(2-chloro-4-fluorophenyl)-6-(4-(methoxycarbonyl)-cyclohexyl)-2-(thiazol-2-yl)-1,4-dihydropyrimidine-5-carboxylate ClC1=C(C=CC(=C1)F)C1N=C(NC(=C1C(=O)OCC)[C@@H]1CC[C@H](CC1)C(=O)OC)C=1SC=CN1